1-(2-(4-(methylsulfonyl)piperazin-1-yl)ethyl)-5-((2-(6-(2,2,2-trifluoroethyl)quinazolin-4-yl)-2,7-diazaspiro[3.5]nonan-7-yl)methyl)-1H-indole-2-carbonitrile CS(=O)(=O)N1CCN(CC1)CCN1C(=CC2=CC(=CC=C12)CN1CCC2(CN(C2)C2=NC=NC3=CC=C(C=C23)CC(F)(F)F)CC1)C#N